FC1=CC=C(C(=O)N2[C@@H](C=3N(CC2)C(=NC3N3C(C[C@H](C3)O)=O)C3=NC(=NS3)C)C)C=C1 (R)-1-((R)-7-(4-fluorobenzoyl)-8-methyl-3-(3-methyl-1,2,4-thiadiazol-5-yl)-5,6,7,8-tetrahydroimidazo[1,5-a]pyrazin-1-yl)-4-hydroxypyrrolidin-2-one